3-(8-methoxy-4,4-dimethyl-1-oxo-2,3-dihydroisoquinolin-6-yl)-6-[1-(3-methoxypropyl)pyrazol-4-yl]-2-methylindazole-4-carbonitrile COC=1C=C(C=C2C(CNC(C12)=O)(C)C)C=1N(N=C2C=C(C=C(C12)C#N)C=1C=NN(C1)CCCOC)C